3-(3-(2,2-difluoroethyl)-7-(((3R,4S)-3-fluoro-1-methylpiperidin-4-yl)amino)benzofuran-2-yl)prop-2-yn FC(CC1=C(OC2=C1C=CC=C2N[C@@H]2[C@@H](CN(CC2)C)F)C#CC)F